tert-Butyl (2-(1-(2-((8-carbamoylbenzo[c][2,6]naphthyridin-5-yl)amino)ethyl)-1H-imidazol-4-yl)ethyl)(3-chloro-4-(trifluoromethoxy)benzyl)carbamate C(N)(=O)C=1C=CC2=C(N=C(C3=CC=NC=C23)NCCN2C=NC(=C2)CCN(C(OC(C)(C)C)=O)CC2=CC(=C(C=C2)OC(F)(F)F)Cl)C1